(methacryloxypropyl)(methyl)diethoxysilane tert-butyl-(2-(((3-fluoropyridin-2-yl)methyl)(2,4,6-trifluorobenzyl)carbamoyl)-6,8-dihydro-1H-furo[3,4-d]pyrrolo[3,2-b]pyridin-5-yl)carbamate C(C)(C)(C)N(C(O)=O)C1=C2C(=C3C(=N1)C=C(N3)C(N(CC3=C(C=C(C=C3F)F)F)CC3=NC=CC=C3F)=O)COC2.C(C(=C)C)(=O)OCCC[Si](OCC)(OCC)C